[6-[(3-cyclopropyl-1,2,4-thiadiazol-5-yl)methyl]-2,6-diazaspiro[3.3]heptan-2-yl]-[6-(3-cyclopropyl-1,2,4-triazol-1-yl)-2-azaspiro[3.3]heptan-2-yl]methanone C1(CC1)C1=NSC(=N1)CN1CC2(CN(C2)C(=O)N2CC3(C2)CC(C3)N3N=C(N=C3)C3CC3)C1